1-(2-hydroxy-3-(3-methyldiethoxysilylpropoxy)prop-1-yl)-2-methyl-1,4,5,6-tetrahydropyrimidine OC(CN1C(=NCCC1)C)COCCC[Si](OCC)(OCC)C